C1(CC1)COC1=C(C(=C(C=C1)NC=1C2=C(N=CN1)C=CC(=N2)O[C@@H]2CN(CC2)C(C=C)=O)F)F (S)-1-(3-((4-((4-(cyclopropylmethoxy)-2,3-difluorophenyl)amino)-pyrido[3,2-d]pyrimidin-6-yl)oxy)pyrrolidin-1-yl)prop-2-en-1-one